CCNCC=CCCC N-2-ethylpropylallylamine